bis(3-cyclohexyl-6-hydroxy-4-methylphenyl)-2-hydroxyphenyl-methane C1(CCCCC1)C=1C=C(C(=CC1C)O)C(C1=C(C=CC=C1)O)C1=CC(=C(C=C1O)C)C1CCCCC1